ClC=1C=C2C=NC(=NC2=CC1C1CCN(CC1)C[C@@H](O)C1=C(C=CC=C1F)F)NC=1C=NN(C1C)C1CC1 (1S)-2-(4-{6-chloro-2-[(1-cyclopropyl-5-methyl-1H-pyrazol-4-yl)amino]quinazolin-7-yl}piperidin-1-yl)-1-(2,6-difluorophenyl)ethan-1-ol